ClC1=C2C(=NC=C1)SC(=C2)C=2C(N(CCC2)CCOC2OCCCC2)C 4-chloro-2-(2-methyl-1-(2-((tetrahydro-2H-pyran-2-yl)oxy)ethyl)-1,2,5,6-tetrahydropyridin-3-yl)thieno[2,3-b]pyridine